6-(Hydroxymethyl)chromen-5-ol OCC1=C(C=2C=CCOC2C=C1)O